1-[2-(3,4-dimethoxyphenyl)ethyl]-3-quinolin-3-ylurea COC=1C=C(C=CC1OC)CCNC(=O)NC=1C=NC2=CC=CC=C2C1